FC(C/C(=C(\C=1C=C2C(=NN(C2=CC1)C1OCCCC1)F)/C=1C=CC(=NC1)OC1CCN(CC1)C(=O)[O-])/C1=CC=CC=C1)(F)F (Z)-4-((5-(4,4,4-trifluoro-1-(3-fluoro-1-(tetrahydro-2H-pyran-2-yl)-1H-indazol-5-yl)-2-phenylbut-1-en-1-yl)pyridin-2-yl)oxy)piperidine-1-carboxylate